(5-amino-2-methylpyridin-3-yl)-2-(6,7-dihydro-5H-pyrazolo[5,1-b][1,3]oxazin-3-yl)pyrazolo[5,1-b]thiazole-7-carboxamide hydrochloride Cl.NC=1C=C(C(=NC1)C)C=1N2C(SC1C=1C=NN3C1OCCC3)=C(C=N2)C(=O)N